C(C)NC(=O)N1[C@H]([C@@H](CCC1)NS(=O)(=O)C)CC=1C=C(C=CC1)C1=CC(=CC=C1)F trans-N-ethyl-2-((3'-fluorobiphenyl-3-yl)methyl)-3-((methylsulfonyl)amino)piperidine-1-carboxamide